COC1=C(C=CC(=C1)N)C1=C(C=CC=C1N)OC 2,2'-dimethoxy-4,6'-diaminobiphenyl